2-(aminooxy)hexanoic acid NOC(C(=O)O)CCCC